pentanedioic acid anhydride C1(CCCC(=O)O1)=O